BrC1=CC=C(C=C1)CC 2-(4-Bromophenyl)ethan